3-(2-(benzyloxy)ethyl)-1-(2-(((6-chloropyrimidin-4-yl)oxy)methyl)-6-cyclopropylimidazo[1,2-a]pyridin-8-yl)imidazolidine-2,4-dione C(C1=CC=CC=C1)OCCN1C(N(CC1=O)C=1C=2N(C=C(C1)C1CC1)C=C(N2)COC2=NC=NC(=C2)Cl)=O